(S)-2-amino-1-((R)-3-(3-(4-decylphenyl)-1,2,4-oxadiazol-5-yl)pyrrolidin-1-yl)-3-methylbutan-1-one 2,2,2-trifluoroacetate FC(C(=O)O)(F)F.N[C@H](C(=O)N1C[C@@H](CC1)C1=NC(=NO1)C1=CC=C(C=C1)CCCCCCCCCC)C(C)C